ClC=1C=CC(=C(C1)C#CC=1C(=CC=NC1)OC)NS(=O)(=O)C=1C=CC(=C2C=CC=NC12)OC 5-{2-[5-Chloro-2-(5-methoxychinolin-8-sulfonamido)phenyl]ethynyl}-4-methoxypyridin